tert-Butyl N-[4-cyano-5-[4-[2-[[5-(2,2-dimethylcyclobutyl) isoxazol-3-yl]amino]-2-oxo-ethyl]phenyl]-2-isopropyl-pyrazol-3-yl]carbamate C(#N)C1=C(N(N=C1C1=CC=C(C=C1)CC(=O)NC1=NOC(=C1)C1C(CC1)(C)C)C(C)C)NC(OC(C)(C)C)=O